COC1=CC=C(CN2C(C(CCC2=O)N2C(N(C3=C2C=CC=C3C#CC3CCN(CC3)C(=O)OC(C)(C)C)C)=O)=O)C=C1 Tert-butyl 4-((1-(1-(4-methoxybenzyl)-2,6-dioxopiperidin-3-yl)-3-methyl-2-oxo-2,3-dihydro-1H-benzo[d]imidazol-4-yl)ethynyl)piperidine-1-carboxylate